2-(((S)-1-(1H-tetrazol-1-yl)propan-2-yl)oxy)-4-(2-((1-((1r,4r)-4-((2S,6R)-2,6-di-methylmorpholino)cyclohexyl)-3-(3-hydroxypropoxy)-1H-pyrazol-4-yl)amino)pyrimidin-5-yl)benzonitrile N1(N=NN=C1)C[C@H](C)OC1=C(C#N)C=CC(=C1)C=1C=NC(=NC1)NC=1C(=NN(C1)C1CCC(CC1)N1C[C@@H](O[C@@H](C1)C)C)OCCCO